rac-methyl-(1S,4S)-4-(1,5-dimethylpyrazol-4-yl)-1-methyl-3,4-dihydro-1H-isoquinoline CC1(NC[C@@H](C2=CC=CC=C12)C=1C=NN(C1C)C)C |r|